tetrabutylammonium 2,3,4,5,6-pentafluorobenzoate FC1=C(C(=O)[O-])C(=C(C(=C1F)F)F)F.C(CCC)[N+](CCCC)(CCCC)CCCC